3,4-diaminobenzotrifluoride NC=1C=C(C=CC1N)C(F)(F)F